4-(7-(2-cyclopropyl-5-ethoxy-4-methylbenzyl)-2,7-diazaspiro[3.5]nonan-2-yl)benzoic acid, trifluoroacetate salt FC(C(=O)O)(F)F.C1(CC1)C1=C(CN2CCC3(CN(C3)C3=CC=C(C(=O)O)C=C3)CC2)C=C(C(=C1)C)OCC